[SiH2]1C=C1.[Al] Aluminium siliren